N-[5-(2,6-difluoro-4-methoxyphenyl)-2-[4-(difluoromethyl)pyridin-2-yl]-1-methyl-3-oxo-2,3-dihydro-1H-pyrazol-4-yl]-4-(difluoromethoxy)benzamide FC1=C(C(=CC(=C1)OC)F)C1=C(C(N(N1C)C1=NC=CC(=C1)C(F)F)=O)NC(C1=CC=C(C=C1)OC(F)F)=O